NC1=NC(=NC(=C1F)C=1N=NN(C1)CC1=NN2C(COCC2)=C1)C=1C(=C(C#N)C=CC1)C 3-(4-amino-6-(1-((6,7-dihydro-4H-pyrazolo[5,1-c][1,4]oxazin-2-yl)methyl)-1H-1,2,3-triazol-4-yl)-5-fluoropyrimidin-2-yl)-2-methylbenzonitrile